N1CC(C1)CN1C(C(=NC2=CC(=C(C=C12)Cl)C1=CC(=CC2=CC=CC=C12)O)OC[C@H]1N(CCC1)C)=O (S)-1-(azetidin-3-ylmethyl)-7-chloro-6-(3-hydroxynaphthalen-1-yl)-3-((1-methylpyrrolidin-2-yl)methoxy)quinoxalin-2(1H)-one